CN(C1=CC=C(C=N1)C1=CC(=C(C(=C1)O)N1CC(NS1(=O)=O)=O)F)C 5-[4-[6-(dimethylamino)-3-pyridinyl]-2-fluoro-6-hydroxy-phenyl]-1,1-dioxo-1,2,5-thiadiazolidin-3-one